Tert-Butyl (2-(benzyloxy)propyl)(1,3-dioxoisoindolin-2-yl)carbamate C(C1=CC=CC=C1)OC(CN(C(OC(C)(C)C)=O)N1C(C2=CC=CC=C2C1=O)=O)C